2-(6-Chloropyridazin-3-yl)-2-fluoroacetic acid ethyl ester C(C)OC(C(F)C=1N=NC(=CC1)Cl)=O